ClC=1C=C(C=CC1Cl)C=1N(C(=C(C(C1C(=O)O)=O)C1=CC=C(C=C1)OC)C)CC 2-(3,4-dichlorophenyl)-1-ethyl-5-(4-methoxyphenyl)-6-methyl-4-oxo-pyridine-3-carboxylic acid